(3-((quinoxalin-6-ylmethyl)amino)pyridin-4-yl)piperidine-1-carboxylic acid tert-butyl ester C(C)(C)(C)OC(=O)N1C(CCCC1)C1=C(C=NC=C1)NCC=1C=C2N=CC=NC2=CC1